bis(5-diethylcarbamoyloxy-4-fluoro-2-methylphenyl) hexasulfide C(C)N(C(=O)OC=1C(=CC(=C(C1)SSSSSSC1=C(C=C(C(=C1)OC(N(CC)CC)=O)F)C)C)F)CC